2-bromo-6-(trifluoromethoxy)toluene BrC1=C(C)C(=CC=C1)OC(F)(F)F